5-(4,6-diphenyl-1,3,5-triazin-2-yl)-2,3,4-tris(3-methyl-9H-carbazol-9-yl)benzonitrile C1(=CC=CC=C1)C1=NC(=NC(=N1)C1=CC=CC=C1)C=1C(=C(C(=C(C#N)C1)N1C2=CC=CC=C2C=2C=C(C=CC12)C)N1C2=CC=CC=C2C=2C=C(C=CC12)C)N1C2=CC=CC=C2C=2C=C(C=CC12)C